NC1=C2N=CN(C2=NC(=N1)Cl)C1CCC(CC1)C(=O)NC=1SC(=NN1)C 4-(6-amino-2-chloro-9H-purin-9-yl)-N-(5-methyl-1,3,4-thiadiazol-2-yl)cyclohexanecarboxamide